CNC(C1=CC=C(C=C1)C)=O N,4-dimethylbenzamide